FC(C1=CC(=NC=C1F)O[C@@H]1C(CN(C1)C=1C=2N(N=C(C1)C=1C(NC(NC1)=O)=O)C(=CN2)F)(F)F)F (S)-5-(8-(4-((4-(difluoromethyl)-5-fluoropyridin-2-yl)oxy)-3,3-difluoropyrrolidin-1-yl)-3-fluoroimidazo[1,2-b]pyridazin-6-yl)pyrimidine-2,4(1H,3H)-dione